(E)-1-(2-hydroxyphenyl)-3-(p-methoxyphenyl)prop-2-en-1-one OC1=C(C=CC=C1)C(\C=C\C1=CC=C(C=C1)OC)=O